ClC=1C(=NN2C1C(NC[C@H]2C)=O)B(O)O (7R)-3-chloro-7-methyl-4-oxo-5H,6H,7H-pyrazolo[1,5-a]pyrazin-2-ylboronic acid